1-[4-(3-cyanophenyl)thiazol-2-yl]-3-methyl-1H-pyrazol-5-ol C(#N)C=1C=C(C=CC1)C=1N=C(SC1)N1N=C(C=C1O)C